C(C)(C)(C)OC(=O)N1CCC2(CC1)[C@@H](C1=CC=CC(=C1C2)F)N[S@](=O)C(C)(C)C (1S)-1-[[(R)-tert-butylsulfinyl]amino]-4-fluoro-spiro[indan-2,4'-piperidine]-1'-carboxylic acid tert-butyl ester